2-amino-4-(2-amino-5-fluorophenyl)-4-oxobutanoic acid NC(C(=O)O)CC(=O)C1=C(C=CC(=C1)F)N